3-Chloro-4-(2,3-dihydrobenzofuran-5-yl)benzaldehyde ClC=1C=C(C=O)C=CC1C=1C=CC2=C(CCO2)C1